dimethyl-(7-(prop-2-yn-1-ylamino)-2,3-dihydrobenzofuran-4-yl)phosphine oxide CP(C1=CC=C(C2=C1CCO2)NCC#C)(C)=O